5-(2-Fluoro-6-hydroxy-4-(1-(2-hydroxy-2-methylpropyl)-1H-pyrazol-4-yl)phenyl)-1,2,5-thiadiazolidin-3-one 1,1-dioxide FC1=C(C(=CC(=C1)C=1C=NN(C1)CC(C)(C)O)O)N1CC(NS1(=O)=O)=O